1-dodecyne C#CCCCCCCCCCC